5-(1H-indole-2-carbonyl)-N-methyl-N-(3-methyloxetan-3-yl)-4H,5H,6H,7H-pyrazolo[1,5-a]pyrazine-3-carboxamide N1C(=CC2=CC=CC=C12)C(=O)N1CC=2N(CC1)N=CC2C(=O)N(C2(COC2)C)C